BrC1=CC=C(C=C1)C1(COC1)CNC(OC(C)(C)C)=O tert-butyl ((3-(4-bromophenyl)oxetan-3-yl)methyl)carbamate